C(C)(C)(C)OC(NCC(=C(F)F)CN1N=CN(C1=O)CC=1SC(=CC1F)Br)=O [2-[[4-[(5-bromo-3-fluoro-2-thienyl)methyl]-5-oxo-1,2,4-triazol-1-yl]methyl]-3,3-difluoro-allyl]carbamic acid tert-butyl ester